tert-butyl ((3-methyl-1H-indol-5-yl)methyl)carbamate CC1=CNC2=CC=C(C=C12)CNC(OC(C)(C)C)=O